4-methyl-2-(2-oxo-3,4-dihydroquinolin-1(2H)-yl)pentanoic acid CC(CC(C(=O)O)N1C(CCC2=CC=CC=C12)=O)C